3-aminocyclobutanecarbonitrile hydrochloride Cl.NC1CC(C1)C#N